C(C)(=O)O.C(CCC)N1CN(C=C1)C L-1-butyl-3-methylimidazole acetate